CC([O-])C.[Ti+4].CC([O-])C.CC([O-])C.CC([O-])C titanium(IV) iso-propoxide